C(=O)O.NCC1CC(C1)C(=O)N1CCN(CC1)C(=O)C1=C(C=C(C=C1)NC(=O)C=1N(C(=CN1)C1=C(C(=C(C=C1)OC)F)F)C)Cl N-[4-[4-[3-(aminomethyl)cyclobutanecarbonyl]piperazine-1-carbonyl]-3-chloro-phenyl]-5-(2,3-difluoro-4-methoxy-phenyl)-1-methyl-imidazole-2-carboxamide formate